C1(=CC=CC=C1)C1=CC=C(C2=C1OC1=C2C=CC=C1)N 4-phenyldibenzo[b,d]Furan-1-amine